NC1=NC=CC=C1C1=NC=2C(=NC(=CC2)N2N=CC=C2)N1C=1C=C2CC[C@@H](C2=CC1)N1N=NC(=C1)C1CCN(CC1)C(C=C)=O 1-(4-{1-[(1S)-5-[2-(2-aminopyridin-3-yl)-5-(pyrazol-1-yl)imidazo[4,5-b]pyridin-3-yl]-2,3-dihydro-1H-inden-1-yl]-1,2,3-triazol-4-yl}piperidin-1-yl)prop-2-en-1-one